C(CCCCCCC=CCC)O 8-undecenol